FC=1C(=C(C(=CC1)C)NC(\C=C\C1=CC=C2C=NNC2=C1)=O)C (E)-N-(3-fluoro-2,6-dimethylphenyl)-3-(1H-indazol-6-yl)acrylamide